COC(CC(C1=CC=C(C=C1)OC)C1=C2CCN(CC2=CC=C1)S(=O)(=O)C1=CC=C(C=C1)OC)=O 3-(2-(4-Methoxybenzenesulfonyl)-1,2,3,4-tetrahydroisoquinolin-5-yl)-3-(4-methoxyphenyl)propanoic acid methyl ester